(R)-1-ethoxypropan C(C)OCCC